[Mg+2].C(CCCC(=O)[O-])(=O)[O-] glutaric acid, magnesium salt